[AsH3].[P] phosphorus arsine